(4Z)-4,6-heptadien-1-ylacetate C(CC\C=C/C=C)CC(=O)[O-]